COC1=CC=C(C=C1)CN(C1=NC=C(C(=N1)OC)C(C(C(F)F)(F)F)=O)CC1=CC=C(C=C1)OC 1-[2-[bis[(4-methoxyphenyl)methyl]amino]-4-methoxy-pyrimidin-5-yl]-2,2,3,3-tetrafluoro-propan-1-one